3-(4-Cyclobutylphenyl)azetidine 4-methylbenzenesulfonate CC1=CC=C(C=C1)S(=O)(=O)O.C1(CCC1)C1=CC=C(C=C1)C1CNC1